C[C@@H]1NCC(NC1)=O (5S)-5-methylpiperazin-2-one